N1(CCC(CCC1)O)C(=O)[O-] azepan-4-olcarboxylate